NS(=NC(=O)C=1C(=NC(=CC1)C(C)(C)C)OC1=C(C=C(C=C1C)C)C)(=O)C1=NC(=CC=C1)N N-[Amino-(6-amino-2-pyridyl)-oxo-λ6-sulfanyliden]-6-tert-butyl-2-(2,4,6-trimethylphenoxy)pyridin-3-carboxamid